(2r,6s)-2,6-dimethylpiperidine-4-carboxylic acid ethyl ester C(C)OC(=O)C1C[C@H](N[C@H](C1)C)C